NC1=C(C=C(N=N1)C1=C(C=CC=C1)O)N1CC2CCC(C1)N2C2=CC(=NC=C2)C#CCN2CC(C2)N2CCOCC2 2-[6-amino-5-[8-[2-[3-(3-morpholinoazetidin-1-yl)prop-1-ynyl]-4-pyridyl]-3,8-diazabicyclo[3.2.1]octan-3-yl]pyridazin-3-yl]phenol